P(=O)(OCCCCCCCCCCCCCCCCCCCC)(OCCCCCCCCCCCC=C)OCCCCCCCCCCCC=C eicosyl bis(12-tridecenyl) phosphate